(1,3-dimesitylimidazolidin-2-ylidene)dichloro(2-isopropoxynitrobenzylidene)ruthenium(II) C1(=C(C(=CC(=C1)C)C)N1C(N(CC1)C1=C(C=C(C=C1C)C)C)=[Ru-4](=C(C1=C(C=CC=C1)OC(C)C)[N+](=O)[O-])(Cl)Cl)C